C(C)N1CCN(CC1)CC1=C(C=C(N)C=C1)C(F)(F)F 4-((4-ethylpiperazin-1-yl)methyl)-3-(trifluoromethyl)aniline